C(C1=CC=CC=C1)OC(N(C)C1CC(C1)S(=O)(=O)Cl)=O benzyl((1s,3s)-3-(chlorosulfonyl)cyclobutyl)(methyl)carbamate